COOP(=O)(O)C methoxyphosphonomethane